2-[[4-[[2-(6-methyl-2-pyridyl)pyrimidin-4-yl]amino]pyrimidin-2-yl]amino]-N-[(3R)-pyrrolidin-3-yl]thiazole-4-carboxamide CC1=CC=CC(=N1)C1=NC=CC(=N1)NC1=NC(=NC=C1)NC=1SC=C(N1)C(=O)N[C@H]1CNCC1